4-(5-chloro-6-(1-(3-methyloxetan-3-yl)piperidin-4-yl)-1H-indazol-1-yl)-N-methyl-1H-pyrazole-1-carboxamide ClC=1C=C2C=NN(C2=CC1C1CCN(CC1)C1(COC1)C)C=1C=NN(C1)C(=O)NC